COCC12CC(CC(N1C(=O)N)C2)C 1-(methoxymethyl)-3-methyl-6-azabicyclo[3.1.1]heptane-6-carboxamide